ClC=1C=C(C=CC1)C([C@@H](OC(=O)N[C@H](C(=O)O)CCCC)C1=CC=CC=C1)(C)C (S)-2-((((S)-2-(3-chlorophenyl)-2-methyl-1-phenylpropoxy)carbonyl)amino)hexanoic acid